ClC1=C(C(=O)N)C(=CC=N1)NC1=C(C=C(C=C1)P(=O)(CC)CC)OC Chloro-4-((4-(diethylphosphoryl)-2-methoxyphenyl)amino)nicotinamide